2-methyl-6-((4-methylpiperazin-1-yl)methyl)-4-oxo-7-(trifluoromethyl)-3,4-dihydroquinazoline-5-carbonitrile CC1=NC=2C=C(C(=C(C2C(N1)=O)C#N)CN1CCN(CC1)C)C(F)(F)F